N-(4-piperidinyl)acetamide methyl-(S)-2-amino-3-(2',6'-dimethoxy-[1,1'-biphenyl]-4-yl)propanoate COC([C@H](CC1=CC=C(C=C1)C1=C(C=CC=C1OC)OC)N)=O.N1CCC(CC1)NC(C)=O